Propylenediglycerol acrylate C(C=C)(=O)OC(C(O)CO)C(CC(O)C(O)CO)C